O1[C@H](COC2=C1C=CC=C2)C2=CC=C(CN1CCNC(CC1)=O)C=C2 1-{4-[(2S)-2,3-dihydro-1,4-benzodioxin-2-yl]benzyl}-1,4-diazepan-5-one